2,6-dimethyl-hexadecanoic acid CC(C(=O)O)CCCC(CCCCCCCCCC)C